1-(4-aminophenyl)-3-(4-chlorophenyl)-1-[2-(4-morpholinyl)ethyl]urea NC1=CC=C(C=C1)N(C(=O)NC1=CC=C(C=C1)Cl)CCN1CCOCC1